(R)-2-methyl-2,3-dihydro-4H-pyran-4-one C[C@H]1OC=CC(C1)=O